C(C=C)(=O)OC(C(=O)N)OC(C=C)=O bisacryloyloxyacetylamine